tert-butyl trans-3-((3-(N-(tert-butyl)sulfamoyl)-4-(2-(4-((isopropoxycarbonyl)amino)cyclohexyl)thiazol-5-yl)phenyl)amino)-1H-pyrazole-1-carboxylate C(C)(C)(C)NS(=O)(=O)C=1C=C(C=CC1C1=CN=C(S1)[C@@H]1CC[C@H](CC1)NC(=O)OC(C)C)NC1=NN(C=C1)C(=O)OC(C)(C)C